CO[C@@H]1CC[C@H](CC1)NC(=O)C1=CC(=C(N1)C(=O)NC)OC(C)C1=CC=CC=C1 N5-(trans-4-methoxycyclohexyl)-N2-methyl-3-(1-phenylethoxy)-1H-pyrrole-2,5-dicarboxamide